COC=1C=2N(N=C(C1)OCC1=NC=3CCN(CC3C=C1)C[C@H](CO)O)C(=NN2)C2=NOC(=C2)C (2R)-3-(2-(((8-methoxy-3-(5-methylisoxazol-3-yl)-[1,2,4]triazolo[4,3-b]pyridazin-6-yl)oxy)methyl)-7,8-dihydro-1,6-naphthyridin-6(5H)-yl)propane-1,2-diol